NC1=NC(N(C=C1Cl)C1=CC=CC=C1)=O 4-amino-5-chloro-1-phenylpyrimidin-2(1H)-one